ClC=1C=CC(=C(C1)C1=CC(=C(N1C)C)C(=O)N(C=1C=C2C(=NC1)N(C=C2)C)C2=CC=C(C=C2)O)C(=O)N2CC1=CC=CC=C1C[C@H]2C 5-(5-Chloro-2-{[(3R)-3-methyl-3,4-dihydroisoquinolin-2(1H)-yl]-carbonyl}phenyl)-N-(4-hydroxyphenyl)-1,2-dimethyl-N-(1-methyl-1H-pyrrolo[2,3-B]-pyridin-5-yl)-1H-pyrrole-3-carboxamide